methyl 2-{[6-amino-4-(1-methyl-1H-indazol-6-yl)-1-oxo-2,3-dihydro-1H-isoindol-2-yl]methyl}prop-2-enoate NC1=CC(=C2CN(C(C2=C1)=O)CC(C(=O)OC)=C)C1=CC=C2C=NN(C2=C1)C